N-sulfobenzo[d][1,2,3]triazin-4(3H)-one S(=O)(=O)(O)N1NNC(C2=C1C=CC=C2)=O